5-(4-carboxybenzyl-methoxy)isophthalic acid C(=O)(O)C1=CC=C(CCOC=2C=C(C=C(C(=O)O)C2)C(=O)O)C=C1